N-(5-(2,4-difluorophenoxy)pyrazin-2-yl)-2-(3,3-dimethylpiperazin-1-yl)propanamide FC1=C(OC=2N=CC(=NC2)NC(C(C)N2CC(NCC2)(C)C)=O)C=CC(=C1)F